(-)-6-bromo-4-ethyl-4-(2-hydroxyethyl)-1,1-dimethyl-1,4-dihydroisoquinolin-3(2H)-one BrC=1C=C2C(C(NC(C2=CC1)(C)C)=O)(CCO)CC